undecene-2,5-diene-11-carboxylate CC=CCC=CC=CCCCC(=O)[O-]